ClC1=C2C(=NC=C1C#CC=1C=C(N)C=CC1)NC=C2 3-((4-chloro-1H-pyrrolo[2,3-b]pyridin-5-yl)ethynyl)aniline